N1(CCC1)C1=NC=NC2=CC=C(C=C12)C=1C=C(C=CC1)C#C[C@]1(C(N(CC1)C)=O)O (R)-3-((3-(4-(azetidin-1-yl)quinazolin-6-yl)phenyl)ethynyl)-3-hydroxy-1-methylpyrrolidin-2-one